FC1=CC=2C(C=C(OC2C2=C1NC(=N2)C(F)(F)F)C2=CC=C(C=O)C=C2)=O 4-(4-fluoro-6-oxo-2-(trifluoromethyl)-3,6-dihydrochromeno[7,8-d]imidazol-8-yl)benzaldehyde